di-tert-butyl (2R,4R)-4-((6-chloro-3-fluoro-4-vinylpyridin-2-yl) methyl)-2-methylpiperidine-1,4-dicarboxylate ClC1=CC(=C(C(=N1)C[C@@]1(C[C@H](N(CC1)C(=O)OC(C)(C)C)C)C(=O)OC(C)(C)C)F)C=C